C(C)OC([C@H]1N(CC(C1)O)C(C1=CC=C(C=C1)[N+](=O)[O-])=O)=O (p-nitrobenzoyl)-4-hydroxyproline ethyl ester